ClC=1C=C2C(=NC(N3C2=C(C1C1=C(C=C(C=C1)F)F)SCCC3)=O)N3[C@H](CNCC3)C 10-chloro-11-(2,4-difluorophenyl)-8-((S)-2-methylpiperazin-1-yl)-3,4-dihydro-2H,6H-[1,4]thiazepino[2,3,4-ij]quinazolin-6-one